(1R)-N-(6-((S)-4-((3R,4R)-4-hydroxy-3-methyltetrahydrofuran-3-yl)-3-methylpiperazin-1-yl)-7-methylisoquinolin-3-yl)-6-oxaspiro[2.5]octane-1-carboxamide O[C@@H]1[C@](COC1)(C)N1[C@H](CN(CC1)C=1C=C2C=C(N=CC2=CC1C)NC(=O)[C@@H]1CC12CCOCC2)C